(R)-1-(2-aminopyridin-4-yl)-6-chloro-7-(2-(((3-chloropyridin-2-yl)oxy)methyl)pyrrolidin-1-yl)-4-oxo-1,4-dihydroquinoline-3-carboxylic acid NC1=NC=CC(=C1)N1C=C(C(C2=CC(=C(C=C12)N1[C@H](CCC1)COC1=NC=CC=C1Cl)Cl)=O)C(=O)O